6-((4-((4-cyclopropyl-2-(methylsulfonyl)phenyl)amino)-2-methyl-3-oxo-2,3-dihydro-1H-pyrazolo[3,4-b]pyridin-6-yl)amino)nicotinonitrile C1(CC1)C1=CC(=C(C=C1)NC1=C2C(=NC(=C1)NC1=NC=C(C#N)C=C1)NN(C2=O)C)S(=O)(=O)C